4,4'-bischloromethylenebiphenyl ClC=C1C=CC(C=C1)=C1C=CC(C=C1)=CCl